N-[trans-2,2-difluoro-1-(hydroxymethyl)cyclopropyl]-2-methyl-5-[(pyridin-2-yl)methoxy]pyrazolo[1,5-a]pyridine-3-carboxamide FC1(C(C1)(CO)NC(=O)C=1C(=NN2C1C=C(C=C2)OCC2=NC=CC=C2)C)F